methyl 3-chloro-5-[[5-[2-(2-hydroxyethoxy) phenyl]-2-(trifluoromethyl) phenyl] sulfamoyl]-4-methoxy-benzoate ClC=1C=C(C(=O)OC)C=C(C1OC)S(NC1=C(C=CC(=C1)C1=C(C=CC=C1)OCCO)C(F)(F)F)(=O)=O